FC=1C(=C(OC=2N=NC(=C(C2C(=O)NC2=CC(=CC=C2)S(=O)(=O)C)C)C)C=CC1F)OC 3-(3,4-difluoro-2-methoxy-phenoxy)-5,6-dimethyl-N-(3-methylsulfonylphenyl)pyridazine-4-carboxamide